tert-butyl ((1S,3R)-3-(2-(2-fluorophenyl)-6-iodo-1H-imidazo[4,5-c]pyridine-1-yl)cyclohexyl)carbamate FC1=C(C=CC=C1)C=1N(C2=C(C=NC(=C2)I)N1)[C@H]1C[C@H](CCC1)NC(OC(C)(C)C)=O